(1aR,5aR)-2-(2,4-Difluoro-phenyl)-1a,2,5,5a-tetrahydro-1H-2,3-diaza-cyclopropa[a]pentalene-4-carboxylic acid (6-pyrrolidin-1-yl-pyridin-2-ylmethyl)-amide N1(CCCC1)C1=CC=CC(=N1)CNC(=O)C=1C=2C[C@@H]3[C@H](C2N(N1)C1=C(C=C(C=C1)F)F)C3